C(=O)[C@@H]1CC[C@H](CC1)C(=O)OC(C)(C)C trans-tert-butyl 4-formylcyclohexane-1-carboxylate